BrC1=CC(=C(C=O)C=C1)OC 4-bromo-2-methoxybenzaldehyde